tertbutyl-cyclohexanol C(C)(C)(C)C1(CCCCC1)O